m-bis(carbazol-9-yl)biphenyl C1=CC=CC=2C3=CC=CC=C3N(C12)C1(CC(=CC=C1)N1C2=CC=CC=C2C=2C=CC=CC12)C1=CC=CC=C1